(9aR,10S)-10-((S)-(4-fluorophenyl)(4-(trifluoromethyl)phenyl)methyl)-4-hydroxy-8,9,9a,10-tetrahydro-7H-pyrrolo[1',2':4,5]pyrazino[1,2-b]pyridazine-3,5-dione FC1=CC=C(C=C1)[C@@H]([C@H]1[C@@H]2N(C(C=3N1N=CC(C3O)=O)=O)CCC2)C2=CC=C(C=C2)C(F)(F)F